dimethylsilyl dichloroacetate ClC(C(=O)O[SiH](C)C)Cl